4-[3-chloro-6-fluoro-2-[2-(3-methylbenzotriazol-5-yl)ethyl]phenyl]-5-hydroxy-2,6-dimethyl-pyridazin-3-one ClC=1C(=C(C(=CC1)F)C=1C(N(N=C(C1O)C)C)=O)CCC1=CC2=C(N=NN2C)C=C1